3-chloro-6-(3-chloropyridin-4-yl)-N-(2,4-dichlorobenzyl)pyridazine-4-carboxamide ClC=1N=NC(=CC1C(=O)NCC1=C(C=C(C=C1)Cl)Cl)C1=C(C=NC=C1)Cl